Tert-butyl 4-[4-[(2R)-3-(3,4-dihydro-1H-isoquinolin-2-yl)-2-hydroxy-propyl]-5-oxo-2,3-dihydro-1,4-benzoxazepin-8-yl]-3,6-dihydro-2H-pyridine-1-carboxylate C1N(CCC2=CC=CC=C12)C[C@H](CN1CCOC2=C(C1=O)C=CC(=C2)C=2CCN(CC2)C(=O)OC(C)(C)C)O